O=C1NC(CCC1N1C(N(C2=C1C=CC(=C2)C=C2CCC(CC2)CC(=O)OC(C)(C)C)C)=O)=O tert-butyl 2-(4-[[1-(2,6-dioxopiperidin-3-yl)-3-methyl-2-oxo-1,3-benzodiazol-5-yl]methylidene]cyclohexyl)acetate